C1=C(C=CC2=CC=CC=C12)S(=O)(=O)O.CONC1=CC=C(C2=CC=C(NOC)C=C2)C=C1 dimethoxybenzidine 2-Naphthalenesulfonate